C(C)(C)(C)OC(=O)N1C2CN(CC1CC2)C=2C1=C(N=CN2)N(C(=C1)C=1C=NC=C(C1)F)S(=O)(=O)C1=CC=C(C)C=C1 3-(6-(5-Fluoropyridin-3-yl)-7-tosyl-7H-pyrrolo[2,3-d]pyrimidin-4-yl)-3,8-diazabicyclo[3.2.1]octane-8-carboxylic acid tert-butyl ester